3-(((2-bromo-5-(trifluoromethyl)pyrazolo[1,5-a]pyrimidin-7-yl)amino)methyl)-3-phenylcyclobutan-1-one BrC1=NN2C(N=C(C=C2NCC2(CC(C2)=O)C2=CC=CC=C2)C(F)(F)F)=C1